4-phenylphenylsulfonium trifluoroacetate FC(C(=O)[O-])(F)F.C1(=CC=CC=C1)C1=CC=C(C=C1)[SH2+]